(2S,4S)-4-(7-bromo-6-fluoro-8-iodo-4-(methylsulfanyl)-1H-pyrazolo[4,3-c]quinolin-1-yl)-2-(2-hydroxyethyl)piperidine-1-carboxylic acid tert-butyl ester C(C)(C)(C)OC(=O)N1[C@@H](C[C@H](CC1)N1N=CC=2C(=NC=3C(=C(C(=CC3C21)I)Br)F)SC)CCO